COC1=CC=CC(=N1)C1CN(CC1)C(=O)C=1N=C(C2=C(N1)OC(=C2)C)NC2(CC2)C [3-(6-methoxypyridin-2-yl)pyrrolidine-1-carbonyl]-6-methyl-N-(1-methylcyclopropyl)furo[2,3-d]pyrimidin-4-amine